2-((1-butyl-1H-pyrazol-4-yl)amino)pyrimidin C(CCC)N1N=CC(=C1)NC1=NC=CC=N1